N1,N4-bis(tri-p-tolylphosphoranylidene)benzene-1,4-diamine C1(=CC=C(C=C1)P(=NC1=CC=C(C=C1)N=P(C1=CC=C(C=C1)C)(C1=CC=C(C=C1)C)C1=CC=C(C=C1)C)(C1=CC=C(C=C1)C)C1=CC=C(C=C1)C)C